3-{[1,3-Dihydroxy-2-(hydroxymethyl)propan-2-yl]amino}propane-1-sulfonic acid OCC(CO)(CO)NCCCS(=O)(=O)O